(2-{[(8-amino-4,4-dimethyl-4,5-dihydro-1H-pyrazolo[4,3-H]quinazolin-3-yl)carbonyl]amino}-1,3-thiazol-5-yl)acetic acid NC1=NC=2C3=C(C(CC2C=N1)(C)C)C(=NN3)C(=O)NC=3SC(=CN3)CC(=O)O